(butylamino)-2-ethoxy-N-methyl-N-(5-nitrothiazol-2-yl)benzamide C(CCC)NC=1C(=C(C(=O)N(C=2SC(=CN2)[N+](=O)[O-])C)C=CC1)OCC